O=C1NC(CCC1N1CC2=CC=C(C=C2C1=O)N1CC2(CC1)CCC(CC2)C=O)=O 2-[2-(2,6-dioxo-3-piperidyl)-3-oxo-isoindolin-5-yl]-2-azaspiro[4.5]decane-8-carbaldehyde